OC1=CC=C(C=C1)C(C1=CC=CC=C1)(C1=CC=C(C=C1)O)C1=CC=C(C=C1)O tri-(4-hydroxyphenyl)phenylmethane